C1(=CC=CC=C1)N1CCC2=C1N=C(N=C2C2CCNCC2)N2CCOCC2 4-(7-phenyl-4-(piperidin-4-yl)-6,7-dihydro-5H-pyrrolo[2,3-d]pyrimidin-2-yl)morpholine